2,2'-azobis[2-(2-imidazolin-2-yl)propane]-disulfate Salt S(=O)(=O)(O)OS(=O)(=O)O.N(=NC(C)(C)C=1NCCN1)C(C)(C)C=1NCCN1